COC1=C(C=C(C(=O)O)C=C1)C#CCC(C)C 4-Methoxy-3-(4-methylpent-1-yn-1-yl)benzoic acid